BrC=1C(=C2C(=NC1)NC[C@]21C[C@@](CC1)(C#N)C)Cl |r| (1RS,3RS)-5'-Bromo-4'-chloro-3-methyl-1',2'-dihydrospiro[cyclopentane-1,3'-pyrrolo[2,3-b]pyridine]-3-carbonitrile